ClC1=NC=CC(=C1)OCC(=O)C1CCN(CC1)C1COC1 2-((2-chloropyridin-4-yl)oxy)-1-(1-(oxetan-3-yl)piperidin-4-yl)ethan-1-one